[2-[6-[4-[(1-tert-butoxycarbonyl-4-piperidyl)oxy]phenyl]-4-fluoro-1-oxo-isoindolin-2-yl]-2-(6,7-dihydro-5H-pyrrolo[1,2-c]imidazol-1-yl)acetyl]Lithium hydroxide [OH-].C(C)(C)(C)OC(=O)N1CCC(CC1)OC1=CC=C(C=C1)C1=CC(=C2CN(C(C2=C1)=O)C(C(=O)[Li])C1=C2N(C=N1)CCC2)F